N[C@@H](C(=O)O)CCN(CC1=C(C=CC=C1)OCC1=CC(=CC=C1)C)CC1=CC(=C(C(=C1)F)I)F (R)-2-amino-4-((3,5-difluoro-4-iodobenzyl)(2-((3-methyl-benzyl)oxy)benzyl)amino)butanoic acid